NC=1SC(=CN1)C1=CC=2C(=NC=C(C2NC(C)C)C(=O)NC[C@H](C(C)(C)O)F)S1 (R)-2-(2-aminothiazol-5-yl)-N-(2-fluoro-3-hydroxy-3-methylbutyl)-4-(isopropylamino)thieno[2,3-b]pyridine-5-carboxamide